2,2,7-trimethyl-2,3,4,5-tetrahydrobenzo[f][1,4]oxazepine hydrochloride Cl.CC1(OC2=C(CNC1)C=C(C=C2)C)C